3-(2-chlorophenyl)-5-methyl-N-(2-fluoro-4-chlorophenyl)isoxazole-4-carboxamide ClC1=C(C=CC=C1)C1=NOC(=C1C(=O)NC1=C(C=C(C=C1)Cl)F)C